CC(=CCC/C(=C/CCC(=O)C)/C)C trans-geranylacetone